4-diazo-3-hydroxy-1-naphthylsulfonate [N+](=[N-])=C1C(C=C(C2=CC=CC=C12)S(=O)(=O)[O-])O